ClC=1C=C(C=CC1F)C=1N=C(SC1)NC(OC(C)(C)C)=O tert-butyl (4-(3-chloro-4-fluorophenyl)thiazol-2-yl)carbamate